methyl (S)-2-((2S,3R)-3-((tert-butoxycarbonyl)amino)-2-hydroxy-4-phenylbutanamido)-2-(4-fluoro-3-(trifluoromethyl)phenyl)acetate C(C)(C)(C)OC(=O)N[C@@H]([C@@H](C(=O)N[C@H](C(=O)OC)C1=CC(=C(C=C1)F)C(F)(F)F)O)CC1=CC=CC=C1